The molecule is a 5-hydroxylysine consisting of L-lysine having an (S)-hydroxy group at the 5-position. It is an enantiomer of a threo-5-hydroxy-D-lysine. C(C[C@@H](C(=O)O)N)[C@@H](CN)O